FC(C(=O)N)(F)F 2,2,2-trifluoroacetamid